5-bromo-3-(1-Cyanoethyl)-1H-pyrrolo[2,3-b]pyridine-1-carboxylic acid tert-butyl ester C(C)(C)(C)OC(=O)N1C=C(C=2C1=NC=C(C2)Br)C(C)C#N